4-(1,3-benzodioxol-5-yl)-5-pyridin-2-yl-1H-imidazol O1COC2=C1C=CC(=C2)C=2N=CNC2C2=NC=CC=C2